C1(=C(C=CC=C1)C=1C(=C2C(=CC1)N=C1C=CC3=C4C=CC=CC4=NC3=C12)C1=C(C=CC=C1)C1=NN=NC(=C1C1=CC=CC=C1)C1=C(C=CC=C1)C1=CC=CC=C1)C1=CC=CC=C1 (biphenylyl){[(biphenylyl)phenyltriazinyl]phenyl}indolocarbazole